C(C=C)(=O)OCCCCC[Si](OC)(OC)OC acryloyloxypentyltrimethoxySilane